C[Si]1(O[Si](O[Si](O[Si](O[Si](O1)(C=C)C)(C=C)C)(C=C)C)(C=C)C)C=C PENTAMETHYLPENTAETHENYL-CYCLOPENTASILOXANE